C(CCCCC(=O)OCCCC)(=O)OOCCCC di-butyl peroxyadipate